OB1OCC2=C1C=CC(=C2)C(=O)NC2=CC(=CC(=C2)C(F)(F)F)N2C=NC(=C2)C 1-hydroxy-N-(3-(4-methyl-1H-imidazol-1-yl)-5-(trifluoromethyl)phenyl)-1,3-dihydrobenzo[c][1,2]oxaborole-5-carboxamide